Cl.FC(C=1C=CC(=NC1)C1=NN=C(C2=CC=CC=C12)N[C@@H]1CN(CC1)C(C=C)=O)(F)F (S)-1-(3-((4-(5-(trifluoromethyl)pyridin-2-yl)phthalazin-1-yl)amino)pyrrolidin-1-yl)prop-2-en-1-one HCl